oxyethylene(dimethylamino)ethylen(dimethylamino)ethylendichlorid O(CCCCC(CCl)(N(C)C)N(C)C)Cl